tert-butyl (2-(1-(3-fluoro-5-nitropyridin-2-yl)-1H-imidazol-4-yl)propan-2-yl)carbamate FC=1C(=NC=C(C1)[N+](=O)[O-])N1C=NC(=C1)C(C)(C)NC(OC(C)(C)C)=O